C(C)C1NCCCC1C1=CC=2C(=NC=CC2NC=2C=CC3=C(N=CS3)C2)S1 N-(2-(2-ethylpiperidin-3-yl)thieno[2,3-b]pyridin-4-yl)benzo[d]-thiazol-5-amine